(R)-1-(4-((2R,4s,6S)-2-cyano-7-((5-methoxy-7-methyl-1H-indol-4-yl)methyl)-7-azaspiro[3.5]nonan-6-yl)benzoyl)pyrrolidine-3-carboxylic acid C(#N)C1CC2(C1)C[C@H](N(CC2)CC2=C1C=CNC1=C(C=C2OC)C)C2=CC=C(C(=O)N1C[C@@H](CC1)C(=O)O)C=C2